methyl 8-[(3R,5S)-4-tert-butoxycarbonyl-3,5-dimethyl-piperazin-1-yl]-3-hydroxy-quinoxaline-5-carboxylate C(C)(C)(C)OC(=O)N1[C@@H](CN(C[C@@H]1C)C1=CC=C(C=2N=C(C=NC12)O)C(=O)OC)C